C(C)OC(=O)C1CC(C1)OC1=C(C=C(C=C1)C(F)(F)F)Cl 3-(2-chloro-4-(trifluoromethyl)phenoxy)cyclobutanecarboxylic acid ethyl ester